2-[6-(azetidin-3-yl)pyridazin-3-yl]-5-2-methylpyrazolo[1,5-a]pyridin-5-ylphenol N1CC(C1)C1=CC=C(N=N1)C1=C(C=C(C=C1)C1=CC=2N(C=C1)N=C(C2)C)O